FC1(C[C@@H](CCC1)N1N=C(C2=C1[C@H]([C@H]([C@H]2O)F)F)C(F)(F)F)F (4S,5S,6R)-1-[(1R)-3,3-difluorocyclohexyl]-5,6-difluoro-3-(trifluoromethyl)-5,6-dihydro-4H-cyclopenta[c]pyrazol-4-ol